ClCCCC 1-chlorobutane